COC(=O)C1=CC=NC2=CC=C(C=C12)N1CC(C1)COC(F)(F)F 6-(3-((trifluoromethoxy)methyl)azetidin-1-yl)quinoline-4-carboxylic acid methyl ester